rac-(3S)-3-[1-oxo-5-[rac-(3S)-pyrrolidin-3-yl]oxy-isoindolin-2-yl]piperidine-2,6-dione O=C1N(CC2=CC(=CC=C12)O[C@@H]1CNCC1)[C@@H]1C(NC(CC1)=O)=O |r|